N(=[N+]=[N-])C1=C(COC(=O)C(CCC[C@H](N)C(=O)O)N)C=CC=C1 6-[{(o-azidobenzyl)oxy}carbonyl]-L-lysine